N-[(2E)-1-acetylimidazolidin-2-ylidene]-3-cyclopropyl-4-{[3-(2-methylpropionylamino)phenyl]amino}benzamide C(C)(=O)N1\C(\NCC1)=N\C(C1=CC(=C(C=C1)NC1=CC(=CC=C1)NC(C(C)C)=O)C1CC1)=O